2-phenethyl-7-phenyl-2,3,4,5-tetrahydro-1H-benzo[c]azepin-1-one C(CC1=CC=CC=C1)N1C(C2=C(CCC1)C=C(C=C2)C2=CC=CC=C2)=O